C(N)(=O)N1CCN(CC1)C1=NC(=NC2=C(C(=C(C=C12)Cl)C1=C(C=CC=C1O)F)F)NCCC(=O)OC methyl (S)-3-((4-(4-carbamoylpiperazin-1-yl)-6-chloro-8-fluoro-7-(2-fluoro-6-hydroxyphenyl)quinazolin-2-yl)amino)propanoate